NC=1N=C(C2=C(N1)C=C(S2)C2=CC=NN2)NCCCO 3-((2-amino-6-(1H-pyrazol-5-yl)thieno[3,2-d]pyrimidin-4-yl)amino)-1-propanol